3-chloro-5-((4-(1-((1-(2-(2,6-Dioxopiperidin-3-yl)-1,3-dioxoisoindolin-5-yl)pyrrolidin-3-yl)methyl)piperidin-4-yl)phenyl)amino)-1,2,4-triazine-6-carboxamide ClC=1N=NC(=C(N1)NC1=CC=C(C=C1)C1CCN(CC1)CC1CN(CC1)C=1C=C2C(N(C(C2=CC1)=O)C1C(NC(CC1)=O)=O)=O)C(=O)N